COC1=CC=C(CC(CN(C)C)N)C=C1 1-(4-methoxybenzyl)-N2,N2-dimethylethane-1,2-diamine